ClC1=CC(=C(C=C1)N1C(N(C(=CC1=O)C(F)(F)F)C)=O)F 3-(4-chloro-2-fluorophenyl)-1-methyl-6-trifluoromethyl-1H-pyrimidine-2,4-dione